C12C3C=CCCC3C(C=C1)C2 tricyclo[6.2.1.02,7]undeca-3,9-diene